propenyl cinnamate C(C=CC1=CC=CC=C1)(=O)OC=CC